2-(4-fluoro-2-methylphenoxy)-N-(3-(N-formylcarbamoyl)phenyl)-4-(trifluoromethyl)benzamide FC1=CC(=C(OC2=C(C(=O)NC3=CC(=CC=C3)C(NC=O)=O)C=CC(=C2)C(F)(F)F)C=C1)C